3-(2-amino-4-(4-methylpiperazin-1-yl)phenoxy)oxetane-3-carbonitrile NC1=C(OC2(COC2)C#N)C=CC(=C1)N1CCN(CC1)C